1,2-bis(4-(1-hydroxyethyl)phenyl)ethane Methyl-(2R,3R,5R)-3,5-bis(hydroxymethyl)-1-((S)-1-phenylethyl)pyrrolidine-2-carboxylate COC(=O)[C@@H]1N([C@H](C[C@H]1CO)CO)[C@@H](C)C1=CC=CC=C1.OC(C)C1=CC=C(C=C1)CCC1=CC=C(C=C1)C(C)O